C(C)OC1=C(O[C@H]2CN(CCC2)C2=CN=CC(=N2)NC=2SC3=C(N2)C=CC=C3)C=CC=C1 (R)-N-(6-(3-(2-ethoxyphenoxy)piperidin-1-yl)pyrazin-2-yl)benzo[d]thiazol-2-amine